BrC=1C2=CN(N=C2C(=CC1)C(=O)NC1CCN(CC1)C(=O)OC(C)(C)C)C tert-butyl 4-(4-bromo-2-methylindazole-7-amido)piperidine-1-carboxylate